vanadium(IV) sulfide [S-2].[V+4].[S-2]